methyl (2S,4R)-1-((6-((2-chloro-3'-(5-(dimethoxymethyl)picolinamido)-2'-methyl-[1,1'-biphenyl]-3-yl)carbamoyl)pyridin-3-yl)methyl)-4-hydroxypyrrolidine-2-carboxylate ClC1=C(C=CC=C1NC(=O)C1=CC=C(C=N1)CN1[C@@H](C[C@H](C1)O)C(=O)OC)C1=C(C(=CC=C1)NC(C1=NC=C(C=C1)C(OC)OC)=O)C